4-allyl-2,6-di-tert-butylphenol C(C=C)C1=CC(=C(C(=C1)C(C)(C)C)O)C(C)(C)C